C1(CCCCC1)OC=1C=C(C=NC1)[C@@](O)(C1=CC=C(C=C1)C(C)C)C1(CN(C1)C)C (R)-(5-cyclohexyloxy-pyridin-3-yl)-(1,3-dimethyl-azetidin-3-yl)-(4-isopropyl-phenyl)-methanol